(4S,5R)-3-benzyl-5-methyl-2-carbonyloxazolidine-4-carboxylate C(C1=CC=CC=C1)N1C(O[C@@H]([C@H]1C(=O)[O-])C)=C=O